ClC1=NC(N(C(=C1)C1=CC=C(C=C1)F)C)=O 4-chloro-6-(4-fluorophenyl)-1-methylpyrimidin-2(1H)-one